NC1=NC(=NC=C1)C=1C(=NN(C1O[C@@H](CCNC1=C(C=NC(=C1)Cl)C1=NC=C(C=C1)C(C)(C)F)C)C)C (R)-N-(3-((4-(4-Aminopyrimidin-2-yl)-1,3-dimethyl-1H-pyrazol-5-yl)oxy)butyl)-6'-chloro-5-(2-fluoropropan-2-yl)-[2,3'-bipyridin]-4'-amine